N1(CCNCC1)C1=C(C=NC=C1)C=1OC=CC1 2-(4-piperazinyl-3-pyridinyl)furan